1-(6-Methoxynaphthalen-2-yl)propan-2-amine COC=1C=C2C=CC(=CC2=CC1)CC(C)N